FC(C=1N=CC=2N(C1)C(=CN2)C2=NSC(=N2)N2C[C@H](OCC2)CNS(=O)(=O)C)F (S)-N-((4-(3-(6-(difluoromethyl)imidazo[1,2-a]pyrazin-3-yl)-1,2,4-thiadiazol-5-yl)morpholin-2-yl)methyl)methanesulfonamide